ClC1=C(C=CC(=C1)Cl)CC(CC(C(C(C)(C)C)O)N1N=CNC1=S)C 2-[1-(2,4-dichlorophenyl)-5-hydroxy-2,6,6-trimethylheptan-4-yl]-2,4-dihydro-3H-1,2,4-triazol-3-thione